(2R,5S,12R)-12-cyclohexyl-2-[2-(3,4-dimethoxyphenyl)ethyl]-3,17-dioxa-10-azatricyclo[16.3.1.05,10]docosa-1(22),18,20-triene-4,11,14-trione C1(CCCCC1)[C@@H]1C(N2CCCC[C@H]2C(O[C@@H](C=2C=CC=C(OCCC(C1)=O)C2)CCC2=CC(=C(C=C2)OC)OC)=O)=O